FC=1C=C(C=NC1N1C=NC(=C1)[C@@]1(S(CCC1)(=O)=O)C)NC([C@@H](C)N1N=C(C=C1C)C(F)(F)F)=O (R)-N-(5-fluoro-6-(4-((R)-2-methyl-1,1-dioxidotetrahydrothiophen-2-yl)-1H-imidazol-1-yl)pyridin-3-yl)-2-(5-methyl-3-(trifluoromethyl)-1H-pyrazol-1-yl)propanamide